(2S,3S,4S,5R)-2-methyl-3,4-bis-(acetoxy)-5-(trifluoromethyl)-6-(((2R,3R,5R,6S)-3,4,5-tris(benzyloxy)-6-methoxytetrahydro-2H-pyran-2-yl)methoxy)tetrahydropyran C[C@@H]1OC([C@@H]([C@@H]([C@H]1OC(C)=O)OC(C)=O)C(F)(F)F)OC[C@H]1O[C@@H]([C@@H](C([C@@H]1OCC1=CC=CC=C1)OCC1=CC=CC=C1)OCC1=CC=CC=C1)OC